C(C)(C)(C)OC(=O)NC1(CC1)/C=C/C(=O)OCC ethyl (E)-3-[1-(tert-butoxycarbonylamino)cyclopropyl]prop-2-enoate